N1(CCCCCC1)C=1N=C(C2=C(C=NNC2=O)N1)NC1=CC=C(C=C1)N1CCN(CC1)C(C#N)(C)C 2-(4-(4-((2-(azepan-1-yl)-5-oxo-5,6-dihydropyrimido[4,5-d]pyridazin-4-yl)amino)phenyl)piperazin-1-yl)-2-methylpropanenitrile